N-methyl-N-octadecyl-4-(octadecyloxy)anilinium [tetrakis(pentafluorophenyl)borate] FC1=C(C(=C(C(=C1[B-](C1=C(C(=C(C(=C1F)F)F)F)F)(C1=C(C(=C(C(=C1F)F)F)F)F)C1=C(C(=C(C(=C1F)F)F)F)F)F)F)F)F.C[NH+](C1=CC=C(C=C1)OCCCCCCCCCCCCCCCCCC)CCCCCCCCCCCCCCCCCC